(E)-N-[2-[[4-(hydroxycarbamoyl)phenyl]methylamino]-2-oxo-ethyl]-3-phenyl-prop-2-enamide ONC(=O)C1=CC=C(C=C1)CNC(CNC(\C=C\C1=CC=CC=C1)=O)=O